FC(S(=O)(=O)OC1=CCC(CC1)OC)(F)F 4-methoxycyclohex-1-en-1-yl trifluoromethanesulfonate